C(C)(C)(C)C=1C=C(C=C(C1)C(C)(C)C)C1=CC=C(C=C1)N 3',5'-di-t-butyl-1,1'-biphenyl-4-amine